The molecule is a beta-D-glucoside compound having a a hexahydroxydiphenoyl (HHDP) group bridging over positions 4 and 6, galloyl groups at positions 2 and 3 and a 4-hydroxyphenyl substituent at the 1-position. Isolated from Eugenia hyemalis, it exhibits inhibitory activity against HIV-1. It has a role as a metabolite and an EC 3.1.26.13 (retroviral ribonuclease H) inhibitor. It is a beta-D-glucoside and a gallate ester. It derives from a hydroquinone O-beta-D-glucopyranoside. C1[C@@H]2[C@H]([C@@H]([C@H]([C@@H](O2)OC3=CC=C(C=C3)O)OC(=O)C4=CC(=C(C(=C4)O)O)O)OC(=O)C5=CC(=C(C(=C5)O)O)O)OC(=O)C6=CC(=C(C(=C6C7=C(C(=C(C=C7C(=O)O1)O)O)O)O)O)O